BrCC(C(=O)C1=CC(=CC=C1)I)=O 3-bromo-1-(3-iodophenyl)propane-1,2-dione